(2,6-di-n-propyl-1,4-phenylen)ether C(CC)C1=C2C(=CC(=C1)O2)CCC